C1=NC=CC2=C(C=CC=C12)S(=O)(=O)N1CCN(CCC1)C(CCCCCCCCC(=O)N1CCN(CCC1)S(=O)(=O)C1=C2C=CN=CC2=CC=C1)=O 1,10-bis(4-(isoquinolin-5-ylsulfonyl)-1,4-diazepan-1-yl)decane-1,10-dione